NC1CC2C(CS(C2)(=O)=O)C1 5-aminohexahydro-1H-cyclopenta[c]thiophene 2,2-dioxide